(E)-2-(7-fluoro-2-methyl-1-(3-(phenoxymethyl)benzylidene)-1H-inden-3-yl)-acetic acid FC=1C=CC=C2C(=C(\C(\C12)=C/C1=CC(=CC=C1)COC1=CC=CC=C1)C)CC(=O)O